6-(8-(4-fluoropiperidine-1-carbonyl)-2,3-dimethoxy-5-oxo-1,6-naphthyridin-6(5H)-yl)-1-methyl-1H-indole-3-carbonitrile FC1CCN(CC1)C(=O)C1=CN(C(C=2C=C(C(=NC12)OC)OC)=O)C1=CC=C2C(=CN(C2=C1)C)C#N